methyl 1-methoxy-9H-carbazole-3-carboxylate COC1=CC(=CC=2C3=CC=CC=C3NC12)C(=O)OC